2-(hydroxymethyl)-5-(4-(hydroxymethyl)piperazin-1-yl)-2,3-dihydro-1,4-benzodioxine OCC1COC2=C(O1)C=CC=C2N2CCN(CC2)CO